2-Chloro-4-((3-(3-hydroxy-4-methoxy-3-methylbutyl)-1-methyl-2-oxo-2,3-dihydro-1H-benzo[d]imidazol-5-yl)amino)nicotinonitril ClC1=C(C#N)C(=CC=N1)NC1=CC2=C(N(C(N2CCC(COC)(C)O)=O)C)C=C1